rac-(3R*,4S*)-4-{[5-(2,4-Difluoro-phenyl)-isoxazole-3-carbonyl]-amino}-3-(1-pyrimidin-2-yl-cyclopropylcarbamoyl)-piperidine-1-carboxylic Acid Tert-Butyl Ester C(C)(C)(C)OC(=O)N1C[C@H]([C@H](CC1)NC(=O)C1=NOC(=C1)C1=C(C=C(C=C1)F)F)C(NC1(CC1)C1=NC=CC=N1)=O |r|